1-(6-(4-isopropyl-4H-1,2,4-triazol-3-yl)pyridin-2-yl)-3-(2-methoxy-5-methyl-4-(methylsulfonyl)phenyl)imidazolidin-2-one C(C)(C)N1C(=NN=C1)C1=CC=CC(=N1)N1C(N(CC1)C1=C(C=C(C(=C1)C)S(=O)(=O)C)OC)=O